[6-(Dimethylamino)-1H-indol-2-yl]-(8-methylspiro[3,5-dihydro-1H-pyrido[4,3-b]indol-4,1'-cyclopropan]-2-yl)methanon CN(C1=CC=C2C=C(NC2=C1)C(=O)N1CC2=C(NC=3C=CC(=CC23)C)C2(CC2)C1)C